Acetic acid 2-(4-[6-chloro-9-(2,2,2-trifluoro-ethyl)-9H-pyrido[3,4-b]indol-8-yl]-pyrazol-1-yl)-ethyl ester ClC=1C=C2C3=C(N(C2=C(C1)C=1C=NN(C1)CCOC(C)=O)CC(F)(F)F)C=NC=C3